N-(3-((1s,3s)-3-methyl-1-(4-methyl-4H-1,2,4-triazol-3-yl)cyclobutyl)phenyl)-7-((((1s,3s)-3-methylcyclobutyl)amino)methyl)-1H-pyrrolo[3,2-b]pyridine-5-carboxamide CC1CC(C1)(C1=NN=CN1C)C=1C=C(C=CC1)NC(=O)C1=CC(=C2C(=N1)C=CN2)CNC2CC(C2)C